1-((S)-7-((3S,4S)-4-(2-chloro-5-fluorophenyl)-6,6-dimethyltetrahydro-2H-pyran-3-carbonyl)-6-methyl-2,7-diazaspiro[3.5]nonan-2-yl)prop-2-en-1-one ClC1=C(C=C(C=C1)F)[C@@H]1[C@@H](COC(C1)(C)C)C(=O)N1[C@H](CC2(CN(C2)C(C=C)=O)CC1)C